The molecule is a member of the class of chalcones that is trans-chalcone substituted by hydroxy groups at positions 3, 4, 2' and 4', a prenyl group at position 3' and a 6-methyl-6-(4-methylpent-3-en-1-yl)-3,6-dihydro-2H-pyran ring fused across positions 5' and 6' It has a role as a plant metabolite. It is a member of chalcones, a chromenol and a polyphenol. CC(=CCCC1(C=CC2=C(C(=C(C(=C2O1)C(=O)/C=C/C3=CC(=C(C=C3)O)O)O)CC=C(C)C)O)C)C